CN(C1=CC=C(OC=2N=C(C3=C(N2)C=NC=C3)O)C=C1)C1=CC(=CC=C1)C=1CCN(CC1)C 2-(4-(methyl(3-(1-methyl-1,2,3,6-tetrahydropyridin-4-yl)phenyl)amino)phenoxy)pyrido[3,4-d]pyrimidin-4-ol